ethyl 3,3-diphenylpropionate C1(=CC=CC=C1)C(CC(=O)OCC)C1=CC=CC=C1